L-valyl-N6-(tert-butoxycarbonyl)-N-(4-tert-butoxy-4-oxobutyl)-L-lysine amide N[C@@H](C(C)C)C(=O)N[C@@H](CCCCNC(=O)OC(C)(C)C)C(=O)NCCCC(=O)OC(C)(C)C